2,3-dimethyl-4-nitrobenzonitrile CC1=C(C#N)C=CC(=C1C)[N+](=O)[O-]